(E)-3-(4-methoxyphenyl)-N-(2-(3,3,3-trifluoropropoxy)phenyl)acrylamide COC1=CC=C(C=C1)/C=C/C(=O)NC1=C(C=CC=C1)OCCC(F)(F)F